N1C=C(C2=CC=CC=C12)CCNC(C1=C(C=C(C=C1NC1=CC(=C(C(=C1)OC)OC)OC)F)F)=O N-(2-(1H-indol-3-yl)ethyl)-2,4-difluoro-6-((3,4,5-trimethoxyphenyl)amino)benzamide